CC1=C(C=CC=C1C=1C(=NC=2CCN(CC2C1)C)C(=O)N)C1=C(C(=CC=C1)C=1C(=NC=2CCN(CC2C1)C)C(=O)N)C (2,2'-dimethyl-[1,1'-biphenyl]-3,3'-diyl)bis(6-methyl-5,6,7,8-tetrahydro-1,6-naphthyridine-2-carboxamide)